N[C@@H](C)C(=O)OC(C)C Iso-propyl L-alaninate